C(#N)C=1C=CC2=C(OC3=C2C=CC=C3)C1C(=O)OC methyl 3-cyanodibenzo[b,d]furan-4-carboxylate